C(C)C(CC1CC(CCC1)CC(CCCC)CC)CCCC 1,3-di-(2-ethyl-hexyl)cyclohexane